2-(3,5-dichloro-4-((2'-oxospiro[cyclopropane-1,3'-indolin]-5'-yl)methyl)phenyl)-3,5-dioxo-2,3,4,5-tetrahydro-1,2,4-triazine-6-carbonitrile ClC=1C=C(C=C(C1CC=1C=C2C3(C(NC2=CC1)=O)CC3)Cl)N3N=C(C(NC3=O)=O)C#N